COCOC1=CC=C(C=C1)N1C2(CCC2)CCCC1=O 5-(4-(methoxymethoxy)phenyl)-5-azaspiro[3.5]nonan-6-one